[C@@H]12N(C[C@@H](NC1)C2)C2=C(C=NC=C2)NCC=2C=C1N=CC=NC1=CC2Cl 4-((1S,4S)-2,5-diazabicyclo[2.2.1]heptan-2-yl)-N-((7-chloroquinoxalin-6-yl)methyl)pyridin-3-amine